C1(CC1)[C@@H]1C2=C(NC([C@@H]1NC(C1=CC(=CC=C1)C(F)(F)F)=O)=O)N(N=C2C(=O)OCC)C2=CC=CC=C2 |r| rac-ethyl (4R,5R)-4-cyclopropyl-6-oxo-1-phenyl-5-(3-(trifluoromethyl)benzamido)-4,5,6,7-tetrahydro-1H-pyrazolo[3,4-b]pyridine-3-carboxylate